(±)-3-((4-(piperidin-4-yl)phenyl)amino)piperidine-2,6-dione hydrochloride Cl.N1CCC(CC1)C1=CC=C(C=C1)N[C@H]1C(NC(CC1)=O)=O |r|